C(=C)C=CC=C vinyl-butadiene